5-(6-chloro-5-((1S,2S)-2-(trifluoromethyl)cyclopropyl)pyridazin-3-yl)pyrimidine-2,4-dione ClC1=C(C=C(N=N1)C=1C(NC(NC1)=O)=O)[C@@H]1[C@H](C1)C(F)(F)F